(3-bromo-5-methylphenyl)(methyl)sulfane BrC=1C=C(C=C(C1)C)SC